5-octynohydroxamic acid C(CCCC#CCC)(=O)NO